8-(5-chloro-2-fluorophenyl)-N-(6-morpholinylpyridin-3-yl)pyrido[3,4-d]pyrimidin-2-amine ClC=1C=CC(=C(C1)C1=NC=CC2=C1N=C(N=C2)NC=2C=NC(=CC2)N2CCOCC2)F